FC1=C(C=C(C=C1)F)C1N(CCC1)C1=NC=2N(C=C1)N=CC2CC(C(=O)N)(NC)C 5-(2-(2,5-difluorophenyl)pyrrolidin-1-yl)pyrazolo[1,5-a]pyrimidin-3-yl-2-methyl-2-(methylamino)propanamide